BrCC=1C=C(OCC2=C(C=CC=C2)[N+](=O)[O-])C=CC1 1-((3-(bromomethyl)phenoxy)methyl)-2-nitrobenzene